11,11-dimethyl-11H-benzo[a]fluoren-6-yl trifluoromethanesulfonate FC(S(=O)(=O)OC=1C=C2C(=C3C(C4=CC=CC=C4C13)(C)C)C=CC=C2)(F)F